thiazinedione C1=CNS(=O)(=O)C=C1